(5-phenyl-1,3,4-thiadiazol-2-yl)methanamine dihydrochloride Cl.Cl.C1(=CC=CC=C1)C1=NN=C(S1)CN